[O-]CC(C)=CCC\C(\C)=C\CC\C(\C)=C\CC\C=C(/C)\CC\C=C(/C)\CCC=C(C)C oxido-squalene